C(C(=C)C)(=O)OC1=C(C=CC=C1OC)OC 2,6-DIMETHOXYPHENYL METHACRYLATE